tert-butyl (2-amino-4-fluoro-5-(4-(pyrrolidin-1-yl)piperidin-1-yl)phenyl)carbamate NC1=C(C=C(C(=C1)F)N1CCC(CC1)N1CCCC1)NC(OC(C)(C)C)=O